C(C)(C)(C)OC(CC[C@@H](C(=O)N)N1C(C2=CC=C(C=C2C1)C[C@@H]1[C@H](C[C@H](CC1)O)NC(=O)OC(C)(C)C)=O)=O (S)-5-amino-4-(5-(((1R,2S,4S)-2-((tert-Butoxycarbonyl)amino)-4-hydroxycyclohexyl)methyl)-1-oxoisoindolin-2-yl)-5-oxopentanoic acid tert-butyl ester